N-((4aS,6S)-1-(4-Fluorophenyl)-4a-(4-fluoropicolinoyl)-4,4a,5,6,7,8-hexahydro-1H-benzo[f]indazol-6-yl)-1-methyl-N-(2,2,2-trifluoroethyl)-1H-1,2,4-triazole-3-sulfonamide FC1=CC=C(C=C1)N1N=CC=2C[C@]3(C(=CC12)CC[C@@H](C3)N(S(=O)(=O)C3=NN(C=N3)C)CC(F)(F)F)C(C3=NC=CC(=C3)F)=O